O1CC(CC1)N1N=CC(=C1)C=1N=C(C=2N(C1)N=CC2)O[C@H]2C[C@H](CCC2)NC(C#CC)=O N-((1S,3R)-3-((6-(1-(tetrahydrofuran-3-yl)-1H-pyrazol-4-yl)pyrazolo[1,5-a]pyrazin-4-yl)oxy)cyclohexyl)but-2-ynamide